FC(C1CCN(CC1)C1=NC=C(C=N1)NC1CC2(CC(C2)C(=O)O)C1)(F)F 6-((2-(4-(trifluoromethyl)piperidin-1-yl)pyrimidin-5-yl)amino)spiro[3.3]heptane-2-carboxylic acid